3-(3-(3,5-dimethyl-1H-pyrazol-1-yl)phenyl)-3-(6-((5,6,7,8-tetrahydro-1,8-naphthyridin-2-yl)methyl)-2-azaspiro[3.3]hept-2-yl)propionic acid CC1=NN(C(=C1)C)C=1C=C(C=CC1)C(CC(=O)O)N1CC2(C1)CC(C2)CC2=NC=1NCCCC1C=C2